BrC=1C(=C(C=CC1)C=1OC2=C(N1)CN(C2)C(CCl)=O)Cl 1-(2-(3-bromo-2-chlorophenyl)-4,6-dihydro-5H-pyrrolo[3,4-d]oxazol-5-yl)-2-chloroethan-1-one